(E)-3-(4-(2-ethoxyvinyl)-1H-indazol-1-yl)piperidine-2,6-dione C(C)O/C=C/C1=C2C=NN(C2=CC=C1)C1C(NC(CC1)=O)=O